C(#N)C1=CC=C(C=C1)C1(CC1)NC(N(C)OC)=O 3-[1-(4-cyanophenyl)cyclopropyl]-1-methoxy-1-methylurea